itaconic acid dimethacrylate C(C(=C)C)(=O)O.C(C(=C)C)(=O)O.C(C(=C)CC(=O)O)(=O)O